2,3,4,5-Tetramethylcyclopentadiene CC1=CC(C(=C1C)C)C